C1(CC1)C1=CC(=C(C=C1F)NC(CI)=O)F N-(4-cyclopropyl-2,5-difluorophenyl)-2-iodoacetamide